4-hydroxy-3-(2,2,2-trifluoroethan-1-one-1-yl)-2H-chromene OC1=C(COC2=CC=CC=C12)C(C(F)(F)F)=O